7-bromobenzo[d]oxazole-2-thiol BrC1=CC=CC=2N=C(OC21)S